(S)-4-(7-bromo-2-chloro-8-cyclopropoxy-6-methoxyquinazolin-4-yl)-3-methylpiperazine-1-carboxylic acid tert-butyl ester C(C)(C)(C)OC(=O)N1C[C@@H](N(CC1)C1=NC(=NC2=C(C(=C(C=C12)OC)Br)OC1CC1)Cl)C